7-Hydroxy-N-[3-[1-isobutyl-3-(2-oxopyrrolidin-1-yl)pyrazolo[4,3-c]pyridin-6-yl]-1H-pyrazol-4-yl]-7-(trifluoromethyl)-4-azaspiro[2.5]octane-4-carboxamide OC1(CCN(C2(CC2)C1)C(=O)NC=1C(=NNC1)C1=CC2=C(C=N1)C(=NN2CC(C)C)N2C(CCC2)=O)C(F)(F)F